4-((4-(3-fluoropropyl)benzyl)(4H-1,2,4-triazol-4-yl)amino)benzonitrile FCCCC1=CC=C(CN(C2=CC=C(C#N)C=C2)N2C=NN=C2)C=C1